C(#N)C1=CC=C(CNC(=O)C=2NC=C(C2)C(=O)C2CCCC2)C=C1 N-(4-cyanobenzyl)-4-(cyclopentylcarbonyl)-1H-pyrrole-2-carboxamide